F[C@H]1CN(CC1)C1=CC=C(C=N1)C=1SC2=C(C=NC(=C2)N2CCC(CC2)N[C@H]2COCC2)N1 |o1:27| 1-(2-(6-((R)-3-fluoropyrrolidin-1-yl)pyridin-3-yl)thiazolo[4,5-c]pyridin-6-yl)-N-((R*)-tetrahydrofuran-3-yl)piperidin-4-amine